tert-butyl (4-((3-(3,5-dimethylisoxazol-4-yl)-5-hydroxybenzyl)amino)bicyclo[2.2.2]octan-1-yl)carbamate CC1=NOC(=C1C=1C=C(CNC23CCC(CC2)(CC3)NC(OC(C)(C)C)=O)C=C(C1)O)C